ClCCC(=C(C1=CC=C(C=C1)O)C1=CC=C(OCCNC(CCCCNC2=C3C(N(C(C3=CC=C2)=O)C2C(NC(CC2)=O)=O)=O)=O)C=C1)C1=CC=CC=C1 N-(2-(4-(4-chloro-1-(4-hydroxyphenyl)-2-phenylbut-1-en-1-yl)phenoxy)ethyl)-5-((2-(2,6-dioxopiperidin-3-yl)-1,3-dioxoisoindolin-4-yl)amino)valeramide